ClC1=C(C=CC=C1Cl)N1CCN(CC1)C(CCN1C=NC2=C(NC=3C=C(C=CC23)C)C1=O)=O 3-(3-(4-(2,3-dichlorophenyl)piperazin-1-yl)-3-oxopropyl)-7-methyl-3,5-dihydro-4H-pyrimido[5,4-b]indol-4-one